CC=1N=CSC1C1=CC=C(C=C1)[C@H](C)NC(OC(C)(C)C)=O (S)-tert-butyl (S)-(1-(4-(4-methylthiazol-5-yl)phenyl)ethyl)carbamate